3-((4-(8-chloro-4-methylquinazolin-2-yl)phenoxy)methyl)benzoic acid ClC=1C=CC=C2C(=NC(=NC12)C1=CC=C(OCC=2C=C(C(=O)O)C=CC2)C=C1)C